N-(bicyclo[1.1.1]pentan-1-yl)-6-(4-fluorophenyl)-4-hydroxy-2-oxo-1-(2-(4-fluoropiperidin-1-yl)ethyl)-1,2-dihydro-1,8-naphthyridine-3-carboxamide C12(CC(C1)C2)NC(=O)C=2C(N(C1=NC=C(C=C1C2O)C2=CC=C(C=C2)F)CCN2CCC(CC2)F)=O